C1(CC1)C=1SC=C(N1)[C@H](CC1=CC=C(C=C1)NS(=O)(=O)O)NC=1SC=C(N1)C1=CC(=CC=C1)OC 4-((S)-2-(2-cyclopropylthiazol-4-yl)-2-(4-(3-methoxyphenyl)thiazol-2-ylamino)-ethyl)phenylaminosulfonic acid